[As].[Pb] lead-arsenic